ClC(C(=O)C(F)(F)F)(F)Cl 1,1-dichloro-1,3,3,3-tetrafluoroacetone